N-(5-((2-(3,3-dimethylpyrrolidin-1-yl)ethyl)carbamoyl)-2-fluorophenyl)-2-(1-methyl-1H-pyrazol-4-yl)-1H-pyrrolo[2,3-b]pyridine-5-carboxamide CC1(CN(CC1)CCNC(=O)C=1C=CC(=C(C1)NC(=O)C=1C=C2C(=NC1)NC(=C2)C=2C=NN(C2)C)F)C